CC1=C(C=C(C=C1)C)C1=CC=C(C(=N1)N1C(C[C@@H](C1)C)(C)C)C(=O)NS(=O)(=O)C=1C(NC=CC1)=O 6-(2,5-Dimethylphenyl)-N-[(2-oxo-1H-pyridin-3-yl)sulfonyl]-2-[(4S)-2,2,4-trimethylpyrrolidin-1-yl]pyridin-3-carboxamid